N1N=NC=C1.[Li].C(#N)C1=C(C=C(C=N1)C(=O)NC1CCC(CC1)(F)F)C1=CC(=CC(=C1)F)F 6-cyano-N-(4,4-difluorocyclohexyl)-5-(3,5-difluorophenyl)pyridine-3-carboxamide lithium triazole salt